N-(2-(4-(3-(2-methoxyphenyl)-1,2,4-oxadiazol-5-yl)piperidin-1-yl)-2-oxoethyl)-3,4-dimethylbenzamide COC1=C(C=CC=C1)C1=NOC(=N1)C1CCN(CC1)C(CNC(C1=CC(=C(C=C1)C)C)=O)=O